CN1CCC(CC1)N1N=CC(=C1)C1=CC=CN1 5-(1-(1-methylpiperidin-4-yl)-1H-pyrazol-4-yl)-1H-pyrrole